C(=CC1=CC=CC=C1)C1CC(=O)OC1=O styrene-succinic anhydride